N1=CC=C(C=C1)C1=CC=NN1 5-(Pyridin-4-yl)-1H-pyrazol